NC([C@H](CC1=CC=C(C=C1)B1OC(C(O1)(C)C)(C)C)NC(=O)C1OCCCN(C1)C(=O)OC(C)(C)C)=O tert-butyl 2-({(2S)-1-amino-1-oxo-3-[4-(4,4,5,5-tetramethyl-1,3,2-dioxaborolan-2-yl)phenyl]propan-2-yl}carbamoyl)-1,4-oxazepane-4-carboxylate